9-((4-phenyl-5-((pyridin-2-ylmethyl)thio)-4H-1,2,4-triazol-3-yl)methyl)-9H-carbazole C1(=CC=CC=C1)N1C(=NN=C1SCC1=NC=CC=C1)CN1C2=CC=CC=C2C=2C=CC=CC12